ClC=1C(=CC(=NC1)OC)C(C(=O)N1C[C@@]2(NC3=NC(=C(C=C3CC2)C2=NC=CC=N2)C)CC1)C 2-(5-chloro-2-methoxypyridin-4-yl)-1-((S)-7'-methyl-6'-(pyrimidin-2-yl)-3',4'-dihydro-1'H-spiro[pyrrolidin-3,2'-[1,8]naphthyridin]-1-yl)propan-1-one